CC1(OC2=C(C=NC(=C2)C(C)N2C[C@@H](N(C[C@H]2C)C=2C=3N=C(N(C3N(C(N2)=O)C)CC)CC#N)C)OC1)C 2-(6-((2S,5R)-4-(1-(2,2-dimethyl-2,3-dihydro-[1,4]dioxino[2,3-c]pyridin-7-yl)ethyl)-2,5-dimethylpiperazin-1-yl)-9-ethyl-3-methyl-2-oxo-3,9-dihydro-2H-purin-8-yl)acetonitrile